BrC1=CC(=C(OC=2C(=NC(=NC2)N)N)C=C1)C(C)C 5-(4-Bromo-2-isopropyl-phenoxy)-pyrimidine-2,4-diamine